4-(2-fluorophenyl)-5-methylpyrimidine-2-carboxylic acid FC1=C(C=CC=C1)C1=NC(=NC=C1C)C(=O)O